O1N=CC2=C1C=CC(=C2)C=O BENZO[D]ISOXAZOLE-5-CARBALDEHYDE